NC([C@H](C)NC(C(CP(O)(=O)CC(C(N[C@H](C(N)=O)C)=O)CC1=CC=CC=C1)CC1=CC=CC=C1)=O)=O Bis(3-(((S)-1-amino-1-oxopropan-2-yl)amino)-2-benzyl-3-oxopropyl)phosphinic acid